COC1=CC=C(CN2N=C(N=N2)C(=O)OCC)C=C1 ethyl 2-(4-methoxybenzyl)-2H-tetrazole-5-carboxylate